(S)-2-((((9H-fluoren-9-yl)methoxy)carbonyl)amino)-3-(1-(tert-butoxycarbonyl)-7-(furan-2-yl)-1H-indol-3-yl)propanoic acid C1=CC=CC=2C3=CC=CC=C3C(C12)COC(=O)N[C@H](C(=O)O)CC1=CN(C2=C(C=CC=C12)C=1OC=CC1)C(=O)OC(C)(C)C